BrC=1C=C(C2=C(N=C(O2)N2CC3N(C(C2)C3)C(=O)OC(C)(C)C)C1O)C=1SC=CN1 tert-Butyl 3-(5-Bromo-4-hydroxy-7-(thiazol-2-yl)benzo[d]oxazol-2-yl)-3,6-diazabicyclo[3.1.1]heptane-6-carboxylate